NC=1C(=NC(=C(N1)F)C1=CC(=C(C=C1)N1CCOCC1)CN1CCC1)C=1C=C2CCNC(C2=CC1F)=O 6-(3-amino-6-(3-(azetidin-1-ylmethyl)-4-morpholinophenyl)-5-fluoropyrazin-2-yl)-7-fluoro-3,4-dihydroisoquinolin-1(2H)-one